CC1CN(CCN1)C=1N=NC(=CN1)C1=C(C=C(C=C1)C=1C=NNC1)O 2-[3-(3-methylpiperazin-1-yl)-1,2,4-triazin-6-yl]-5-(1H-pyrazol-4-yl)phenol